7-chloro-5-(4-chloropiperazin-1-yl)-2,3-dihydro-1,4-benzodioxine ClC=1C=C(C2=C(OCCO2)C1)N1CCN(CC1)Cl